hexane sodium salt [Na].CCCCCC